ClC1=C(C(=O)[O-])C=CC(=C1)F 2-chloro-4-fluorobenzoate